N-(3,4-Difluorophenyl)-2-(((2-(trifluoromethyl)pyridin-4-yl)thio)methyl)-1H-benzo[d]imidazol-5-amine FC=1C=C(C=CC1F)NC1=CC2=C(NC(=N2)CSC2=CC(=NC=C2)C(F)(F)F)C=C1